CC1(OB(OC1(C)C)C1=C(C=CC=C1)S(=O)(=O)F)C 2-(4,4,5,5-Tetramethyl-1,3,2-dioxaborolan-2-yl)benzenesulfonyl fluoride